[2-[[(3,5,6-trichloro-2-pyridinyl)oxy]methyl]phenyl]carbamate ClC=1C(=NC(=C(C1)Cl)Cl)OCC1=C(C=CC=C1)NC([O-])=O